3-(1H-indol-3-yl)cyclohexan-1-one N1C=C(C2=CC=CC=C12)C1CC(CCC1)=O